O1CCOC2=C1C=CC(=C2)C2CC(=NN2C(NC2=CC=CC=C2)=S)C2=CC=C(C=C2)OC 5-(2,3-dihydrobenzo[1,4]dioxin-6-yl)-3-(4-methoxyphenyl)-N-phenyl-4,5-dihydro-1h-pyrazole-1-thioamide